[2-(methylsulfanyl)-4-{[(2S)-1,1,1-trifluoropropan-2-yl]amino}pyrimidin-5-yl]methanol CSC1=NC=C(C(=N1)N[C@H](C(F)(F)F)C)CO